O1C(CCC1)CCO 2-(Tetrahydrofuran-2-yl)ethan-1-ol